2-Methyl-2-(2-(trifluoromethoxy)-4-((4-(4-(trifluoromethyl)benzyl)piperazin-1-yl)methyl)phenoxy)propanoic acid ethyl ester C(C)OC(C(C)(OC1=C(C=C(C=C1)CN1CCN(CC1)CC1=CC=C(C=C1)C(F)(F)F)OC(F)(F)F)C)=O